ClC1=CC=C(C=N1)NC1=NC=CC2=CC(=CC=C12)OCC=1C=NC=NC1 N-(6-chloropyridin-3-yl)-6-(pyrimidin-5-ylmethoxy)isoquinolin-1-amine